FC(C=1N=CC(=NC1)N1CCC(CC1)N1C([C@H](CC1)OC[C@H](C)NC1=C(C(NN=C1)=O)C(F)(F)F)=O)F 5-(((S)-1-(((S)-1-(1-(5-(difluoromethyl)pyrazin-2-yl)piperidin-4-yl)-2-oxopyrrolidin-3-yl)oxy)propan-2-yl)amino)-4-(trifluoromethyl)pyridazin-3(2H)-one